[N].N ammonia-nitrogen salt